N-benzyl-9H-fluoren-9-imine C(C1=CC=CC=C1)N=C1C2=CC=CC=C2C=2C=CC=CC12